phenyl-(2-naphthyl)methanol tert-butyl-((R)-1-(1-methyl-1H-pyrazol-4-yl)-2-((S)-3-methylpiperidin-1-yl)ethyl)carbamate C(C)(C)(C)N(C(=O)OC(C1=CC2=CC=CC=C2C=C1)C1=CC=CC=C1)[C@@H](CN1C[C@H](CCC1)C)C=1C=NN(C1)C